OC1CCC=2OC=3C=CC=C(C3C(C21)=O)O 1,8-dihydroxy-2,3-dihydro-1H-cyclopenta[b]chromen-9-one